3-(8-benzoyl-6-hydroxy-6-(p-tolyl)-1,2,3,4-tetrahydropyrrolo[1,2-a]pyrimidin-7(6H)-ylidene)-6-methylchroman-2,4-dione C(C1=CC=CC=C1)(=O)C=1C(C(N2C1NCCC2)(C2=CC=C(C=C2)C)O)=C2C(OC1=CC=C(C=C1C2=O)C)=O